C(C)C(C(=O)O)CC(=O)C1=CC2=C(S1)C=C(C(=C2)OC(C)C)OC 2-ethyl-4-(5-isopropoxy-6-methoxybenzo[b]thiophen-2-yl)-4-oxobutanoic acid